pyridin-2-yl-piperazine-1-carboxylic acid [4-(4-methyl-benzylcarbamoyl)-[1,2,3]thiadiazol-5-yl]-amide CC1=CC=C(CNC(=O)C=2N=NSC2NC(=O)N2C(CNCC2)C2=NC=CC=C2)C=C1